N-(cyclohex-2-en-1-yl)-3-(5'-(methylsulfonamido)spiro[cyclohexane-1,3'-indoline]-1'-carbonyl)benzenesulfonamide C1(C=CCCC1)NS(=O)(=O)C1=CC(=CC=C1)C(=O)N1CC2(C3=CC(=CC=C13)NS(=O)(=O)C)CCCCC2